C(\C=C\C(=O)OCC(COCC=C)O)(=O)OCC(COCC=C)O bis[3-(allyloxy)-2-hydroxypropyl] fumarate